2-(3-amino-4-methyl-2-oxo-1-pyridyl)-N-[(1S)-1-cyano-2-[(3s)-2-oxopyrrolidin-3-yl]ethyl]-3-cyclopropyl-propanamide NC=1C(N(C=CC1C)C(C(=O)N[C@@H](C[C@H]1C(NCC1)=O)C#N)CC1CC1)=O